ClC=1C=CC2=C(C(=C(O2)CC)C(=O)C2=CC(=C(C(=C2)I)O)I)C1 (5-chloro-2-ethylbenzofuran-3-yl)(4-hydroxy-3,5-diiodo-phenyl)methanone